3-piperidyl-propyl-triethoxysilane N1CC(CCC1)C(C)O[Si](OCC)(OCC)CCC